1-(β-D-glucopyranosyl)-4-methyl-3-[5-(4-cyanophenyl)-2-thienylmethyl]benzene [C@@H]1([C@H](O)[C@@H](O)[C@H](O)[C@H](O1)CO)C1=CC(=C(C=C1)C)CC=1SC(=CC1)C1=CC=C(C=C1)C#N